pyrimidinediamine Bisp-Toluenesulfonic Acid Salt CC1=CC=C(C=C1)S(=O)(=O)O.CC1=CC=C(C=C1)S(=O)(=O)O.N1=C(N=C(C=C1)N)N